FC1=CC=C(C=C1)C1=C(NC2=C1C(N(CC2)C)=O)C2=CC(=NC=C2)NC(CC2=CC=C(C=C2)C(=O)N2CCNCC2)=O N-{4-[3-(4-Fluorophenyl)-5-methyl-4-oxo-4,5,6,7-tetrahydro-1H-pyrrolo[3,2-c]pyridin-2-yl]pyridin-2-yl}-2-[4-(piperazin-1-carbonyl)phenyl]acetamid